C1(=NC=CC2=CC=CC=C12)C(=O)NCC1=NOC(C1)COC 3-((isoquinoline-1-carboxamido)methyl)-5-(methoxymethyl)-4,5-dihydroisoxazole